3-(4-((6-(MORPHOLINOMETHYL)BENZOFURAN-2-YL)METHOXY)-1-OXOISOINDOLIN-2-YL)PIPERIDINE-2,6-DIONE O1CCN(CC1)CC1=CC2=C(C=C(O2)COC2=C3CN(C(C3=CC=C2)=O)C2C(NC(CC2)=O)=O)C=C1